ClC1=C(C=CC=C1)N1C(=NN=C1C1=NC=NC=C1)C1CC(C1)N (1S,3r)-3-(4-(2-chlorophenyl)-5-(pyrimidin-4-yl)-4H-1,2,4-triazol-3-yl)cyclobutan-1-amine